N-(3-(4-(4-Aminoimidazo[2,1-f][1,2,4]triazin-7-yl)-1H-pyrazol-1-yl)-4-Methylphenyl)-3-chlorobenzamide NC1=NC=NN2C1=NC=C2C=2C=NN(C2)C=2C=C(C=CC2C)NC(C2=CC(=CC=C2)Cl)=O